C1(CC1)OC=1C=C(C(=O)N)C=C(C1)C=O 3-CYCLOPROPOXY-5-FORMYLBENZAMIDE